CN1CC2(C1)OCCN(C2)C(=O)C=2N=C1N(C=CC=C1C1=C(C=CC=C1)OCC(F)(F)F)C2 (2-methyl-5-oxa-2,8-diazaspiro[3.5]nonan-8-yl)(8-(2-(2,2,2-trifluoroethoxy)phenyl)imidazo[1,2-a]pyridin-2-yl)methanone